Cl.NC1CCN(CC1)C(CN1CCOCC1)=O 1-(4-aminopiperidin-1-yl)-2-morpholinoethane-1-one hydrochloride